7-Bromo-8-(bromomethyl)quinoline palladium(II) [Pd+2].BrC1=CC=C2C=CC=NC2=C1CBr